N(C1=CC=CC=C1)C(=O)NS(=O)(=O)F N-((anilino)carbonyl)sulfamoyl fluoride